FC(CC1=C(NC2=CC=C(C=C12)C1CCN(CC1)C(CN(C)C)=O)C1=C2C(=NC=C1)NN=C2)F 1-(4-(3-(2,2-difluoroethyl)-2-(1H-pyrazolo[3,4-b]pyridin-4-yl)-1H-indol-5-yl)piperidin-1-yl)-2-(dimethylamino)ethan-1-one